COC[C@H](NC(CCC=C)=O)C(=O)OCC#N cyanomethyl O-methyl-N-(pent-4-enoyl)-L-serinate